3,4-Difluoro-2-nitrobenzaldehyde FC=1C(=C(C=O)C=CC1F)[N+](=O)[O-]